N-(3-((7-methoxy-4-(naphthalen-1-ylamino)quinazolin-6-yl)oxy)cyclobutyl)propiolamide COC1=C(C=C2C(=NC=NC2=C1)NC1=CC=CC2=CC=CC=C12)OC1CC(C1)NC(C#C)=O